4-(benzo[d][1,3]dioxol-5-yl)-1,2,3-thiadiazole O1COC2=C1C=CC(=C2)C=2N=NSC2